2-(tert-butyl)-4-pentenoic acid ethyl ester C(C)OC(C(CC=C)C(C)(C)C)=O